NCC=1C=NC(=NC1)C1=C(C=C(C#N)C=C1)OC=1N(N=C(C1)C=1C=NC=C(C1)F)C 4-[5-(aminomethyl)pyrimidin-2-yl]-3-[5-(5-fluoropyridin-3-yl)-2-methylpyrazol-3-yl]oxybenzonitrile